(2R,4R)-4-[(2S)-but-2-yl]-2-tert-butyl-5-oxo-1,3-oxazolidine-3-carboxylic acid benzyl ester C(C1=CC=CC=C1)OC(=O)N1[C@H](OC([C@H]1[C@@H](C)CC)=O)C(C)(C)C